1-bromo-6-chloro-2-fluorobenzene BrC1=C(C=CC=C1Cl)F